BrC(C)C1=C(C=CC=C1)S(=O)(=O)Cl (1-bromoethyl)benzenesulfonyl chloride